(Z)-(3,4,4-trifluoro-4-(o-tolylsulfonyl)but-2-en-1-yl)carbamate F\C(=C/CNC([O-])=O)\C(S(=O)(=O)C1=C(C=CC=C1)C)(F)F